(5R)-2-[5-(4-methoxyphenyl)-1,3-oxazole-4-carbonyl]-9,9-dimethyl-8-oxo-2-azaspiro[4.5]dec-6-ene-7-carbonitrile COC1=CC=C(C=C1)C1=C(N=CO1)C(=O)N1C[C@]2(CC1)C=C(C(C(C2)(C)C)=O)C#N